C1=C(C=CC=2OC3=C(C21)C=CC=C3)C(C)NC3=C(N=C(N(C3=O)CC(=O)O)C3=CC=CC=C3)C 2-(5-((1-(dibenzo[b,d]furan-2-yl)ethyl)amino)-4-methyl-6-oxo-2-phenylpyrimidin-1(6H)-yl)acetic acid